(2R,5R)-2,5-bis(4-chloro-3-nitrophenyl)-1-[4-(pentafluoro-λ6-sulfanyl)phenyl]pyrrolidine ClC1=C(C=C(C=C1)[C@@H]1N([C@H](CC1)C1=CC(=C(C=C1)Cl)[N+](=O)[O-])C1=CC=C(C=C1)S(F)(F)(F)(F)F)[N+](=O)[O-]